N7-methyl-N-{2-[4-(4-{2-[(2H3)methyloxy]ethoxy}phenyl)piperazin-1-yl]ethyl}-2-(1,3-oxazol-2-yl)[1,2,4]triazolo[1,5-c]pyrimidine-5,7-diamine CNC1=CC=2N(C(=N1)NCCN1CCN(CC1)C1=CC=C(C=C1)OCCOC([2H])([2H])[2H])N=C(N2)C=2OC=CN2